NC1=CC(=CC(=N1)C(=O)N1CCC2=CC=CC=C12)NC1=C(C=CC=C1)O (6-Amino-4-((2-hydroxyphenyl)amino)pyridin-2-yl)(indolin-1-yl)methanone